N-[4-(1-cyclobutylpiperidin-4-yloxy)phenyl]-2-(morpholin-4-yl)acetamide C1(CCC1)N1CCC(CC1)OC1=CC=C(C=C1)NC(CN1CCOCC1)=O